COC1=C(C=C2C=CN=C(C2=C1)OC[C@H]1NC(CC1)=O)C(=O)N 7-methoxy-1-{[(2S)-5-oxopyrrolidin-2-yl]methoxy}isoquinoline-6-carboxamide